piperidin-4-yl-(4-(trifluoromethyl)phenyl)methanone hydrochloride Cl.N1CCC(CC1)C(=O)C1=CC=C(C=C1)C(F)(F)F